trans-(2-(4-(4,4,5,5-tetramethyl-1,3,2-dioxaborolan-2-yl)phenyl)cyclopentyl)carbamic acid tert-butyl ester C(C)(C)(C)OC(N[C@H]1[C@@H](CCC1)C1=CC=C(C=C1)B1OC(C(O1)(C)C)(C)C)=O